N4-[6-(5-chloro-2-fluorophenyl)-3-[3-(methylsulfanyl)propoxy]pyridazin-4-yl]pyridine-2,4-diamine ClC=1C=CC(=C(C1)C1=CC(=C(N=N1)OCCCSC)NC1=CC(=NC=C1)N)F